1-palmitoyl-sn-glycero-3-phospho-L-serine C(CCCCCCCCCCCCCCC)(=O)OC[C@@H](O)COP(=O)(O)OC[C@H](N)C(=O)O